3-(1-oxo-5-(((1R,2S)-2-(((R)-1-phenylethyl)amino)cyclohexyl)oxy)isoindolin-2-yl)piperidine-2,6-dione O=C1N(CC2=CC(=CC=C12)O[C@H]1[C@H](CCCC1)N[C@H](C)C1=CC=CC=C1)C1C(NC(CC1)=O)=O